FC1(CCN(CC1)CC=1NC2=CC(=CC=C2C1)CNC(OC(C)(C)C)=O)F tert-butyl ((2-((4,4-difluoropiperidin-1-yl)methyl)-1H-indol-6-yl)methyl)carbamate